N1NCCCCC1 1,2-diazacycloheptane